OC1=C(C=C(C(=C1C(=O)O)O)C(=O)O)C(=O)O 2,4-dihydroxy-1,3,5-benzenetricarboxylic acid